F[B-](F)(F)F.[Sr+2].F[B-](F)(F)F Strontium tetrafluoroborate salt